4-cyclopropyl-3-(3,5-dichloropyridin-4-yl)-N-[2-(trifluoromethyl)pyridin-4-yl]-1,2-thiazole-5-carboxamide C1(CC1)C=1C(=NSC1C(=O)NC1=CC(=NC=C1)C(F)(F)F)C1=C(C=NC=C1Cl)Cl